C1(CCCC1)C(C)(C)OC(=O)C1=CC=C(C=C1)C1C2C=CC(C1)C2 5-(4-(2-cyclopentyl-2-propoxycarbonyl)phenyl)-bicyclo[2.2.1]hept-2-ene